3-(3,5-di-t-butyl-4-hydroxyphenyl)-propionate C(C)(C)(C)C=1C=C(C=C(C1O)C(C)(C)C)CCC(=O)[O-]